5-[1-(phenyl)heptoxymethyl]uracil C1(=CC=CC=C1)C(CCCCCC)OCC=1C(NC(NC1)=O)=O